(S)-2-tetrahydrofuranic acid O1[C@@H](CCC1)C(=O)O